FC(CN1N=NC2=C1C=C(C=C2)C=2C(=CN1N=C(N=C(C12)OC([2H])([2H])[2H])N[C@@H]1[C@@H](CN(CC1)C(C)=O)F)F)F 1-((3R,4S)-4-((5-(1-(2,2-difluoroethyl)-1H-benzo[d][1,2,3]triazol-6-yl)-6-fluoro-4-(methoxy-d3)pyrrolo[2,1-f][1,2,4]triazin-2-yl)amino)-3-fluoropiperidin-1-yl)ethan-1-one